FC1=C(C=C(C(=C1)F)F)OC(CC(C)=O)=O (2,4,5-trifluorophenyl)-3-oxo-butyrate